NC=1N=NC(=CC1N1C[C@H]2CC[C@@H](C1)N2C=2C=C(OC1CCN(CC1)C(=O)OC(C)(C)C)C=C(C2)Cl)C2=C(C=CC=C2)OCOC tert-butyl 4-[3-[(1R,5S)-3-[3-amino-6-[2-(methoxymethoxy)phenyl]pyridazin-4-yl]-3,8-diazabicyclo[3.2.1]octan-8-yl]-5-chloro-phenoxy]piperidine-1-carboxylate